CN(C)CCCN1[C@H](CCC1)C=1C=NC(=CC1)C |o1:7| (R) or (S)-1-[3-(N,N-dimethylamino)propyl]-2-(6-methyl-3-pyridyl)pyrrolidine